methyl 4-iodo-3-hydroxy-2-oxo-2H-pyran-6-carboxylate IC1=C(C(OC(=C1)C(=O)OC)=O)O